CC1(OB(OC1(C)C)C1=CC(=CC2=CC=CC=C12)O)C 4-(4,4,5,5-tetramethyl-1,3,2-dioxaborol-2-yl)naphthalen-2-ol